Ethyl-4-((9-((tert-butoxycarbonyl)oxy)-8-methoxy-2,2-dimethyl-7-(3-methylbut-2-en-1-yl)-6-oxo-2H,6H-pyrano[3,2-b]xanthen-5-yl)oxy)butanoate C(C)OC(CCCOC1=C2C(=CC=3OC=4C=C(C(=C(C4C(C13)=O)CC=C(C)C)OC)OC(=O)OC(C)(C)C)OC(C=C2)(C)C)=O